CN(C(=O)C1=C(OC=2N=CN=C(C21)NC2(CC2)C)C)CC2=NC=CC=C2 N,6-dimethyl-4-[(1-methylcyclopropyl)amino]-N-(pyridin-2-ylmethyl)furo[2,3-d]pyrimidine-5-carboxamide